o-methoxycinnamic acid COC1=C(C=CC(=O)O)C=CC=C1